Tetracyclohexyl-3-oxapentanediamide C1(CCCCC1)C(OC(C(=O)N)(C1CCCCC1)C1CCCCC1)(C(=O)N)C1CCCCC1